C(C=C)OC[C@H](N)C(=O)[O-] O-allyl-L-serinate